5-(5-(3-(1H-1,2,3-triazol-4-yl)azetidin-1-yl)-1,3,4-oxadiazol-2-yl)-N-(5-fluoro-2,3-dihydro-1H-inden-2-yl)pyrimidin-2-amine N1N=NC(=C1)C1CN(C1)C1=NN=C(O1)C=1C=NC(=NC1)NC1CC2=CC=C(C=C2C1)F